[N+](=O)([O-])C=1C=CC(=NC1)N[C@@H]1C[C@H](CC1)NC1=NN2C(C=C(C=C2)C(F)(F)F)=N1 (1S,3S)-N1-(5-nitropyridine-2-yl)-N3-(7-(trifluoromethyl)-[1,2,4]triazolo[1,5-a]pyridine-2-yl)cyclopentane-1,3-diamine